(9Z,12Z)-octadeca-9,12-dien-1-yloxy-2-{[(9Z,2Z)-octadeca-9,12-dien-1-yloxy]methyl}propan-1-ol C(CCCCCCC\C=C/CC=CCCCCC)OC(C(C)COCCCCCCCC\C=C/C\C=C/CCCCC)O